NC1=C2N=CN(C2=NC(=N1)Cl)[C@H]1[C@@H]([C@@]([C@H](O1)CO[C@@](C(=O)O)(CC1=CC=CC=C1)C#N)(O)C#C)O (S)-2-(((2R,3S,4R,5R)-5-(6-amino-2-chloro-9H-purin-9-yl)-3-ethynyl-3,4-dihydroxytetrahydrofuran-2-yl)methoxy)-2-cyano-3-phenylpropionic acid